BrC(C(C)Br)C Dibromobutan